6-aminoimidazo[1,2-a]pyridine-2-carbonitrile NC=1C=CC=2N(C1)C=C(N2)C#N